C(CCCCCCC\C=C/CCCCCCCC)OC(COCCOCCOCCOCCOCCOCCOCCOCCO)COCCCCCCCC\C=C/CCCCCCCC 2-[2-[2-[2-[2-[2-[2-[2-[2,3-bis[(Z)-octadec-9-enoxy]propoxy]ethoxy]ethoxy]ethoxy]ethoxy]ethoxy]ethoxy]ethoxy]ethanol